NC1=CC=C(C(=C1C1=CC(N2[C@@H](C[C@H](C2C1)OC)C(=O)OC)=O)F)Cl methyl (1R,3S)-7-(6-amino-3-chloro-2-fluorophenyl)-1-methoxy-5-oxo-1,2,3,5,8,8a-hexahydroindolizine-3-carboxylate